ethyl 6-acetylpyrazolo[1,5-a]pyrimidine-2-carboxylate C(C)(=O)C=1C=NC=2N(C1)N=C(C2)C(=O)OCC